FC1=CC=C(C=C1)C1=C(CCC(C1)(C)C)C(=O)N1C2CN(CC1CC2)CC=2C=C1CN(C(C1=CC2)=O)C2C(NC(CC2)=O)=O 3-(5-((8-(4'-fluoro-5,5-dimethyl-3,4,5,6-tetrahydro-[1,1'-biphenyl]-2-carbonyl)-3,8-diazabicyclo[3.2.1]octan-3-yl)methyl)-1-oxoisoindolin-2-yl)piperidine-2,6-dione